5-(7-{[(3S)-3-{[(3R)-3-fluoropyrrolidin-1-yl]methyl}-3,4-dihydro-1H-isoquinolin-2-yl]carbonyl}-1,2,3,4-tetrahydroisoquinolin-6-yl)-1,2-dimethylpyrrole-3-carboxylic acid F[C@H]1CN(CC1)C[C@H]1N(CC2=CC=CC=C2C1)C(=O)C1=C(C=C2CCNCC2=C1)C1=CC(=C(N1C)C)C(=O)O